C(C1=CC=CC=C1)(=O)N1C(N(C=CC1=O)[C@H]1[C@@H]([C@@H]([C@H](O1)C(=O)[O-])O[Si](C)(C)C(C)(C)C)COC)=O (2S,3S,4R,5R)-5-(3-benzoyl-2,4-dioxo-3,4-dihydropyrimidin-1(2H)-yl)-3-((tert-butyldimethylsilyl)oxy)-4-(methoxymethyl)tetrahydrofuran-2-carboxylate